ClC1=CC(=C(C=C1)[C@@]1(OC2=C(O1)C=CC=C2C2CCN(CC2)CC=2NC(=CN2)C=O)C)F (S)-2-((4-(2-(4-chloro-2-fluorophenyl)-2-methylbenzo[d][1,3]dioxol-4-yl)piperidin-1-yl)methyl)-1H-imidazole-5-carbaldehyde